[Cl-].[Ti+2].[Cl-] titanium (ii) chloride